COC(=O)C1CN(C1)C Methyl-azetidine-3-carboxylic acid methyl ester